COC(=O)[C@H]1N([C@H]2C[C@]2(C1)COCCO)C(=O)OC(C)(C)C (1S,3S,5R)-5-((2-hydroxyethoxy)methyl)-2-azabicyclo-[3.1.0]Hexane-2,3-dicarboxylic acid 2-(tert-butyl) ester 3-methyl ester